OCCOC1=NC=C(C=N1)C1=CC=C(C#N)C=C1 4-(2-(2-hydroxyethoxy)pyrimidin-5-yl)benzonitrile